CN(CCN1CCN(CC1)C(=O)C1=C(C=C(C=C1)NC=1C=2N(C=CN1)C(=CN2)C2=C(C(=C(OC(C#N)C)C=C2)F)F)CC)C 2-(4-(8-((4-(4-(2-(dimethylamino)ethyl)piperazine-1-carbonyl)-3-ethylphenyl)amino)imidazo[1,2-a]pyrazin-3-yl)-2,3-difluorophenoxy)propanenitrile